CC1C(CCC1C)O 2,3-Dimethyl-cyclopentanol